CC1=C(C(=C([CH-]1)C)C)C tetramethyl-cyclopentadienide